COCCN1CCC2(CN(CCO2)C2=C(C=CC(=C2C(F)(F)F)OC2=CC=CC=C2)NC(=O)C=2N=C(SC2)C2=CN=NC=C2)CC1 N-{2-[9-(2-methoxyethyl)-1-oxa-4,9-diazaspiro[5.5]undecan-4-yl]-4-phenoxy-3-(trifluoromethyl)phenyl}-2-(pyridazin-4-yl)-1,3-thiazole-4-carboxamide